1-p-toluenesulfonyl-3-(5-bromopentyl)-5-cyanoindole CC1=CC=C(C=C1)S(=O)(=O)N1C=C(C2=CC(=CC=C12)C#N)CCCCCBr